butylene glycol monocaprate C(=O)(CCCCCCCCC)OCCCCO